(6R)-2-(3,4-dimethoxyphenyl)-6-(1-(8-isopropyl-8-azabicyclo[3.2.1]octan-3-yl)piperidin-4-yl)-5,6,7,8-tetrahydroimidazo[1,2-a]pyridine COC=1C=C(C=CC1OC)C=1N=C2N(C[C@H](CC2)C2CCN(CC2)C2CC3CCC(C2)N3C(C)C)C1